isoxazole hydrochloride azide hydrochloride Cl.[N-]=[N+]=[N-].Cl.O1N=CC=C1